(3-(1,1-difluoroethyl)phenyl)-1-(4-methoxyphenyl)-3-methyl-5-oxo-4,5-dihydro-1H-pyrazole-4-carboxamide FC(C)(F)C=1C=C(C=CC1)C1(C(=NN(C1=O)C1=CC=C(C=C1)OC)C)C(=O)N